CS(=O)(=O)C1=CC=C(C=C1)NC=1N=CC2=C(N1)CN(CC2)C(=O)OC(C)(C)C tert-butyl 2-[(4-methanesulfonylphenyl)amino]-5H,6H,7H,8H-pyrido[3,4-d]pyrimidine-7-carboxylate